6-(2,7-dimethyl-2H-indazol-5-yl)-2-(1,2,3,6-tetrahydropyridin-4-yl)-1,3-benzothiazol-4-ol CN1N=C2C(=CC(=CC2=C1)C=1C=C2C(N=C(S2)C=2CCNCC2)=C(C1)O)C